tert-Butyl (3aR,5s,6aS)-5-((6-(4-(trifluoromethyl)pyridin-3-yl)pyridazin-3-yl)amino)hexahydrocyclopenta[c]pyrrole-2(1H)-carboxylate FC(C1=C(C=NC=C1)C1=CC=C(N=N1)NC1C[C@@H]2[C@@H](CN(C2)C(=O)OC(C)(C)C)C1)(F)F